ClC1=CC=C(C=C1)C(CS(=O)(=O)C1=CC=CC=C1)N 1-(4-chlorophenyl)-2-(benzenesulfonyl)ethan-1-amine